benzyl N-[2-[(2-methyl-1H-imidazol-4-yl)carbamoyl]ethyl]carbamate CC=1NC=C(N1)NC(=O)CCNC(OCC1=CC=CC=C1)=O